(2S)-3-methyl-2-[4-(3-methylisoxazol-5-yl)triazol-1-yl]butanoic acid CC([C@@H](C(=O)O)N1N=NC(=C1)C1=CC(=NO1)C)C